(triisopropylsilyloxy)naphthalen-1-ol C(C)(C)[Si](OC1=C(C2=CC=CC=C2C=C1)O)(C(C)C)C(C)C